1,4-dimethylpyrrolidine CN1CCC(C1)C